4-((4-methoxybenzyl)amino)-1,3-dihydrofuro[3,4-c][1,7]naphthyridine-8-carboxylic acid hydrochloride Cl.COC1=CC=C(CNC2=NC=3C=NC(=CC3C3=C2COC3)C(=O)O)C=C1